FC(C(=O)[O-])(F)F.C(C1=CC=CC=C1)OP(=O)(OCC1=CC=CC=C1)OC(C(=O)OC1CC2CCC(C1)[N+]21CCCC1)(C1=CC=CC=C1)C1=CC=CC=C1 3-(2-((bis(benzyloxy)phosphoryl)oxy)-2,2-diphenylacetoxy)spiro[bicyclo[3.2.1]octane-8,1'-pyrrolidin]-1'-ium 2,2,2-trifluoroacetate